ClC1=CC=C(C=C1)C1=NOC(=N1)C12CC(C1)(C2)NC(OC(C)(C)C)=O tert-butyl N-[3-[3-(4-chlorophenyl)-1,2,4-oxadiazol-5-yl]-1-bicyclo[1.1.1]pentanyl]carbamate